(2S,11aS)-2-((tert-butyldimethylsilyl)oxy)-8-hydroxy-7-methoxy-1,2,3,10,11,11a-hexahydro-5H-benzo[e]pyrrolo[1,2-a][1,4]diazepin-5-one [Si](C)(C)(C(C)(C)C)O[C@H]1C[C@@H]2N(C(C3=C(NC2)C=C(C(=C3)OC)O)=O)C1